O1CCOC12CCC(CC2)OC2=NC=CC=N2 2-(1,4-dioxaspiro[4.5]decan-8-yloxy)pyrimidine